8-tertiary butyl-3-(3,5-dichlorophenyl)-2-methylimidazo[1,2-b]Pyridazine-7-carboxylic acid C(C)(C)(C)C=1C=2N(N=CC1C(=O)O)C(=C(N2)C)C2=CC(=CC(=C2)Cl)Cl